methylene-bis-(2,6-diethylaniline) C(NC1=C(C=CC=C1CC)CC)NC1=C(C=CC=C1CC)CC